N-(3-Fluorophenethyl)-4-(4-methoxy-3-((7-methoxy-6-(piperidin-4-yloxy)quinazolin-4-yl)amino)phenyl)thiophene-2-carboxamide FC=1C=C(CCNC(=O)C=2SC=C(C2)C2=CC(=C(C=C2)OC)NC2=NC=NC3=CC(=C(C=C23)OC2CCNCC2)OC)C=CC1